(S,E)-1-(2-ethyl-4-(1-(((2,4'-difluoro-[1,1'-biphenyl]-4-yl)methoxy)imino)ethyl)benzyl)pyrrolidine-3-carboxylic acid C(C)C1=C(CN2C[C@H](CC2)C(=O)O)C=CC(=C1)/C(/C)=N/OCC1=CC(=C(C=C1)C1=CC=C(C=C1)F)F